pyrrolidinium tetrakis(pentafluorophenyl)borate FC1=C(C(=C(C(=C1[B-](C1=C(C(=C(C(=C1F)F)F)F)F)(C1=C(C(=C(C(=C1F)F)F)F)F)C1=C(C(=C(C(=C1F)F)F)F)F)F)F)F)F.[NH2+]1CCCC1